(S)-2-amino-5-methyl-1-(5-methyl-1H-indazol-4-yl)-6-(pyrrolidin-3-yloxy)-1H-pyrrolo[2,3-b]pyridine-3-carboxamide NC1=C(C=2C(=NC(=C(C2)C)O[C@@H]2CNCC2)N1C1=C2C=NNC2=CC=C1C)C(=O)N